C1(CCCCC1)N(C)CC=1N=NN(C1)[C@H](C(=O)N1[C@@H](C[C@H](C1)O)C(=O)NC)C(C)(C)C (2S,4R)-1-[(2S)-2-[4-[[cyclohexyl(methyl)amino]methyl]triazol-1-yl]-3,3-dimethyl-butanoyl]-4-hydroxy-N-methyl-pyrrolidine-2-carboxamide